NCCOCCOCCC(C(=O)N)CC(=O)N (8-amino-3,6-dioxa-octyl)succinamide